ClC1=CC=C2C(=CNC2=C1F)\C=C\1/NC(N(C1=O)C(C(=O)NC(CO)CO)C1=CC=C(C=C1)Cl)=O (Z)-2-(4-((6-chloro-7-fluoro-1H-indol-3-yl)methylene)-2,5-dioxoimidazol-1-yl)-2-(4-chlorophenyl)-N-(1,3-dihydroxypropan-2-yl)acetamide